(2S,4R)-4-(2-((3-methyl-4-(1H-pyrazol-4-yl)phenyl)amino)-2-oxoethyl)-1-(2-methylbenzofuro[3,2-d]pyrimidin-4-yl)pyrrolidine CC=1C=C(C=CC1C=1C=NNC1)NC(C[C@H]1CCN(C1)C=1C2=C(N=C(N1)C)C1=C(O2)C=CC=C1)=O